(((6-bromopyridin-2-yl)oxy)methyl)-5-chloro-N,N-dimethylbenzamide BrC1=CC=CC(=N1)OCC1=C(C(=O)N(C)C)C=C(C=C1)Cl